3-((1-(5-aminopentyl)-5-((4-methylpiperazin-1-yl)methyl)-1H-benzo[d]imidazol-2-yl)carbamoyl)benzoic acid NCCCCCN1C(=NC2=C1C=CC(=C2)CN2CCN(CC2)C)NC(=O)C=2C=C(C(=O)O)C=CC2